C(C)C(CO)=CCC1C(C(=CC1)C)(C)C 2-ethyl-4-(2,2,3-trimethylcyclopent-3-en-1-yl)but-2-en-1-ol